[Cl-].[Cl-].C(C(C)C)[Ti+2]CC(C)C diisobutyltitanium dichloride